(3R)-1-(3-((8-oxa-3-azabicyclo[3.2.1]octane-3-yl)methyl)-2-((6-amino-9H-purin-9-yl)methyl)-4-fluorophenyl)-3-amino-N-cyclopropylpyrrolidine-3-carboxamide C12CN(CC(CC1)O2)CC=2C(=C(C=CC2F)N2C[C@](CC2)(C(=O)NC2CC2)N)CN2C1=NC=NC(=C1N=C2)N